BrC=1C(=NC=CC1)CC1N(C(C2=CC=CC=C12)=O)CC1CC2=C(NN=N2)CC1 3-((3-bromopyridin-2-yl)methyl)-2-((4,5,6,7-tetrahydro-1H-benzo[d][1,2,3]triazol-5-yl)methyl)isoindolin-1-one